4-(5-(3,5-dimethylisoxazol-4-yl)benzo[d]thiazol-2-yl)-3-oxopiperazine-1-carbonitrile CC1=NOC(=C1C=1C=CC2=C(N=C(S2)N2C(CN(CC2)C#N)=O)C1)C